N1C(=NCC1)SCCCN1CCCCC1 1-(3-((4,5-dihydro-1H-imidazol-2-yl)thio)propyl)piperidine